3-(1-oxo-5-(6-((4-(trifluoromethyl)piperidin-1-yl)methyl)imidazo[1,2-a]pyridin-8-yl)isoindolin-2-yl)piperidine-2,6-dione O=C1N(CC2=CC(=CC=C12)C=1C=2N(C=C(C1)CN1CCC(CC1)C(F)(F)F)C=CN2)C2C(NC(CC2)=O)=O